OC12CCN(C1=NC1=CSC=C1C2=O)C2=CC=CC=C2 7-hydroxy-4-phenyl-11-thia-2,4-diazatricyclo[7.3.0.03,7]dodeca-1(12),2,9-trien-8-one